NC1=NC=CC=C1C1=NC=2C(=NC(=CC2C)N2N=CC=C2)N1C=1C=C2CC[C@@H](C2=CC1)NC(C1=C(C=C(C(=C1)C=O)O)F)=O (S)-N-(5-(2-(2-aminopyridin-3-yl)-7-methyl-5-(1H-pyrazol-1-yl)-3H-imidazo[4,5-b]pyridin-3-yl)-2,3-dihydro-1H-inden-1-yl)-2-fluoro-5-formyl-4-hydroxybenzamide